(R)-3-(1-fluorocyclopropyl)-3-hydroxy-N-((S)-1-(3-(trifluoromethoxy)phenyl)ethyl)butanamide FC1(CC1)[C@](CC(=O)N[C@@H](C)C1=CC(=CC=C1)OC(F)(F)F)(C)O